C(=O)[O-].OCC[NH+](CCO)CCO tri(2-hydroxyethyl)ammonium formate